Methyl 2-methyl-4-(1,4-dioxa-8-azaspiro[4.5]decan-8-yl)benzoate CC1=C(C(=O)OC)C=CC(=C1)N1CCC2(OCCO2)CC1